FC=1C=C2C(=C(/C(/C2=CC1)=C/C1=CC=C(C=C1)S(=O)C)C)CC([Se]CC1=CC=CC=C1)=O Se-benzyl (Z)-2-(5-fluoro-2-methyl-1-(4-(methylsulfinyl)benzylidene)-1H-inden-3-yl)ethaneselenoate